COCCN(C(CNC)=O)C N-(2-methoxyethyl)-N-methyl-2-(methylamino)acetamide